BrC=1C(=CC(=NC1)Cl)Cl 5-bromo-2,4-dichloro-pyridine